4-((4-(2-(3,5-dichloro-4-(3-chloropropoxy)phenyl)propan-2-yl)phenoxy)methyl)-1H-imidazole ClC=1C=C(C=C(C1OCCCCl)Cl)C(C)(C)C1=CC=C(OCC=2N=CNC2)C=C1